6,7-difluoro-4-(1-(ethylamino)ethyl)isoquinolin-1(2H)-one FC=1C=C2C(=CNC(C2=CC1F)=O)C(C)NCC